N-(2-fluorobenzyl)pyrazolo[1,5-a]pyrimidin-5-amine FC1=C(CNC2=NC=3N(C=C2)N=CC3)C=CC=C1